COC(NC=1N=C(C2=C(N1)C(=NN2CC2=C(C=C(C=C2)CO)OC)C(=C)C)NCCCC)=O (7-(butylamino)-1-(4-(hydroxymethyl)-2-methoxybenzyl)-3-(prop-1-en-2-yl)-1H-pyrazolo[4,3-d]Pyrimidin-5-yl)carbamic acid methyl ester